2-(((1-((1H-Pyrrolo[3,2-c]pyridin-3-yl)methyl)piperidin-4-yl)thio)methyl)-8-methylquinazolin-4(3H)-one N1C=C(C=2C=NC=CC21)CN2CCC(CC2)SCC2=NC1=C(C=CC=C1C(N2)=O)C